C1N[C@@H](CC2=CC=CC=C12)CN1CCN(CC1)C(=O)OC(C)(C)C tert-butyl (S)-4-((1,2,3,4-tetrahydroisoquinolin-3-yl)methyl)piperazine-1-carboxylate